FC(C=1C=NC(=NC1)N1CCN(CC1)C(=O)C1CNC1)(F)F 3-(4-(5-(trifluoromethyl)pyrimidin-2-yl)piperazine-1-carbonyl)azetidine